O=C1C2(C=3C(=NC=CC3)N1)CC=1C(=NC=C(C1)C(=O)O)C2 2'-oxo-1',2',5,7-tetrahydrospiro[cyclopenta[b]pyridine-6,3'-pyrrolo[2,3-b]pyridine]-3-carboxylic acid